ClC1=CC=C(C=C1)N(C(=O)C=1SC(=CN1)C1=CC=C(C=C1)C)C N-(4-chlorophenyl)-N-methyl-5-(p-tolyl)thiazole-2-carboxamide